(4-bromophenyl)imidazo[1,2-a]pyridine-3-carbaldehyde BrC1=CC=C(C=C1)C=1N=C2N(C=CC=C2)C1C=O